BrC=1C=C(C=CC1)CCC(=O)C=1N(C=CC1)CC 3-(3-bromophenyl)-1-(N-ethyl-pyrrol-2-yl)propan-1-one